CN(CCOC=1C=NC(=NC1)NC1CCC(CC1)OC1=C2C=C(C=NC2=CC(=N1)N1CCOCC1)OC(C)C=1N(C(=NC1)[N+](=O)[O-])C)C 5-[2-(dimethylamino)ethoxy]-N-[4-[[3-[1-(3-methyl-2-nitro-imidazol-4-yl)ethoxy]-7-morpholino-1,6-naphthyridin-5-yl]oxy]cyclohexyl]pyrimidin-2-amine